C1(CC1)C1=CC=C(S1)C=1C=C2C(=NC1)N(C(N2CC(=O)N(C)C)=O)C 2-[6-(5-Cyclopropyl-2-thienyl)-3-methyl-2-oxo-imidazo[4,5-b]pyridin-1-yl]-N,N-dimethyl-acetamide